(2-chloro-5-fluorophenyl)(4-{[2-(4-chlorophenyl)imidazo[1,2-a]pyridine-3-yl]methyl}piperazin-1-yl)methanone ClC1=C(C=C(C=C1)F)C(=O)N1CCN(CC1)CC1=C(N=C2N1C=CC=C2)C2=CC=C(C=C2)Cl